2-(4-(2-bromobenzoyl)-3-fluorophenoxy)-N-(pyridin-3-yl)acetamide BrC1=C(C(=O)C2=C(C=C(OCC(=O)NC=3C=NC=CC3)C=C2)F)C=CC=C1